ClC=1C=CC=C2C=CC(=NC12)NC1=CC=C(C=C1)OC1=C(C=CC=C1)F 8-chloro-N-(4-(2-fluorophenoxy)phenyl)quinolin-2-amine